COC=1C=C(C=CC1OCCCCN1CCCCC1)C=1OC=2C3=C(C=CC2C(C1)=O)OC(O3)(C3=CC=CC=C3)C3=CC=CC=C3 8-(3-Methoxy-4-(4-(piperidin-1-yl)butoxy)phenyl)-2,2-diphenyl-6H-[1,3]dioxolo[4,5-h]chromen-6-one